(R)-1,1-difluoro-1-(2-fluoro-3-(1-((fluoro-6-(2-methoxyethoxy)-2-methyl-7-(Trifluoromethoxy)quinazolin-4-yl)amino)ethyl)phenyl)-2-methylpropan-2-ol FC(C(C)(O)C)(C1=C(C(=CC=C1)[C@@H](C)NC1=NC(=NC2=CC(=C(C(=C12)F)OCCOC)OC(F)(F)F)C)F)F